Cl.CC1(NCCC(C1)OC1=CC=CC=C1)C 2,2-dimethyl-4-phenoxy-piperidine hydrochloride